((2-(4-fluorophenoxy)thiazol-5-yl)methyl)-1-methyl-2-oxo-2,3-dihydro-1H-benzimidazole-5-carboxamide trifluoroacetate salt FC(C(=O)O)(F)F.FC1=CC=C(OC=2SC(=CN2)CN2C(N(C3=C2C=C(C=C3)C(=O)N)C)=O)C=C1